hafnium tetra(ethylamide) C(C)[NH-].C(C)[NH-].C(C)[NH-].C(C)[NH-].[Hf+4]